(4-carbamoyl-bicyclo[2.2.2]oct-1-yl)carbamic acid tert-butyl ester C(C)(C)(C)OC(NC12CCC(CC1)(CC2)C(N)=O)=O